rac-(1S,2S)-2-phenylcyclopropane-1-carboxylic acid C1(=CC=CC=C1)[C@@H]1[C@H](C1)C(=O)O |r|